C1=CC(=CC=C1C2=CC=C(C=C2)NN)NN.Cl.Cl.Cl.Cl diaminobenzidine tetrahydrochloride